BrC1=C(C=CC2=C1OC1=C2C=CC=C1)C1=CC=C(C=C1)C1=NC(=NC(=N1)C1=CC=CC=C1)C1=CC=CC=C1 2-(4-(4-bromodibenzo[b,d]furan-3-yl)phenyl)-4,6-diphenyl-1,3,5-triazine